2-[(1Z)-5-fluoro-1-{[4-(2-fluoropropane-2-yl)phenyl]methylene}-2-methyl-1H-inden-3-yl]acetic acid FC=1C=C2C(=C(/C(/C2=CC1)=C/C1=CC=C(C=C1)C(C)(C)F)C)CC(=O)O